2-((4-methoxybenzyl)amino)-5-(8-(1-methyl-6-(trifluoromethyl)-1H-benzo[d]imidazol-5-yl)indolizine-3-carbonyl)benzonitrile COC1=CC=C(CNC2=C(C#N)C=C(C=C2)C(=O)C2=CC=C3C(=CC=CN23)C2=CC3=C(N(C=N3)C)C=C2C(F)(F)F)C=C1